(S)-1-((5-(difluoromethyl)-2',3'-dimethyl-[3,4'-bipyridin]-6-yl)oxy)-2,4-dimethyl-pentan-2-amine FC(C=1C=C(C=NC1OC[C@](CC(C)C)(N)C)C1=C(C(=NC=C1)C)C)F